N1=C(C=C2N1CCCN(C2)C(=O)OC(C)(C)C)C(=O)OCC 5-tert-butyl 2-ethyl 7,8-dihydro-4H-pyrazolo[1,5-a][1,4]diazepine-2,5(6H)-dicarboxylate